FC1=CC=C(C=C1)C1(CC1)NC(=O)C=1C(=NC=2CCCCC2C1)OC N-(1-(4-fluorophenyl)cyclopropyl)-2-methoxy-5,6,7,8-tetrahydroquinoline-3-carboxamide